(S)-2-(2-(2,3-difluoro-4-(trifluoromethyl)phenoxy)acetyl)-8-(3-(trifluoromethyl)phenyl)-1,3,4,12a-tetrahydrobenzo[e]pyrazino[1,2-a][1,4]diazepine-6,12(2H,11H)-dione FC1=C(OCC(=O)N2C[C@@H]3N(C(C4=C(NC3=O)C=CC(=C4)C4=CC(=CC=C4)C(F)(F)F)=O)CC2)C=CC(=C1F)C(F)(F)F